2,2-dihydroxy-4,4-dimethoxybenzophenone OC1(C(C(=O)C2=CC=CC=C2)C=CC(C1)(OC)OC)O